C1(=CC=CC=C1)N1NC(=CC1C1=CC=C(C=C1)N(C1=CC=CC=C1)C1=CC=CC=C1)C=CC1=CC=C(C=C1)N(C1=CC=CC=C1)C1=CC=CC=C1 1-phenyl-3-(4-diphenylaminophenylvinyl)-5-(4-diphenylaminophenyl)pyrazoline